The molecule is that one of the three tautomers of pyrrole which has the double bonds at positions 1 and 3. It is a tautomer of a 3H-pyrrole and a 1H-pyrrole. C1C=CC=N1